O=C1NC(CCC1N1C(C2=CC=C(C=C2C1=O)CN1CCN(CC1)C1=CC=C(C=C1)C)=O)=O 2-(2,6-dioxopiperidin-3-yl)-5-((4-(p-tolyl)piperazin-1-yl)methyl)isoindoline-1,3-dione